C(C#C)OC1=NC=2N(C(N1)=O)N=C(C2C2=CC(=C(C(=C2)F)F)F)C2=NC=CC=N2 2-(prop-2-yn-1-yloxy)-7-(pyrimidin-2-yl)-8-(3,4,5-trifluorophenyl)-3H-pyrazolo[1,5-a][1,3,5]triazin-4-one